C(C)(C)(C)C=1C=C(C2=C(C(C(O2)=O)C2=CC=C(C=C2)O)C1)C(C)(C)C 5,7-di-tert-butyl-3-(4-hydroxyphenyl)benzofuran-2-one